C(C)(C)(C)OC(=O)N(C(CC(=O)OC)COC)CCOC methyl 3-[tert-butoxycarbonyl (2-methoxyethyl) amino]-4-methoxybutyrate